CC=1SC=C(N1)S(=O)(=O)C1=CC=C(C=C1)CNC(=O)C=1C=NC=2N(C1)C=CN2 N-{[4-(2-methyl-1,3-thiazole-4-sulfonyl)phenyl]methyl}imidazo[1,2-a]pyrimidine-6-carboxamide